ClC=1C(=NC=CC1C1=NC=C2N1C=CN=C2N2CCC1(CC2)[C@@H](C2=CC=CC=C2C1)N)C(F)(F)F (S)-1'-(3-(3-chloro-2-(trifluoromethyl)pyridin-4-yl)imidazo[1,5-a]pyrazin-8-yl)-1,3-dihydrospiro[indene-2,4'-piperidine]-1-amine